N-(6-methoxy-5-((E)-2-((3S,6S)-6-(trifluoromethyl)tetrahydro-2H-pyran-3-yl)vinyl)pyridin-3-yl)acrylamide COC1=C(C=C(C=N1)NC(C=C)=O)\C=C\[C@H]1CO[C@@H](CC1)C(F)(F)F